COCCOCCCCCC=O 6-(2-methoxyethoxy)hexanal